BrC1=C2CCCC2=C(C=2OCC(C21)C)N 4-bromo-3-methyl-3,5,6,7-tetrahydro-2H-indeno[5,6-b]furan-8-amine